4-(4-bromo-3-fluorophenyl)-3,6-dihydropyridine-1(2H)-carboxylic acid tert-butyl ester C(C)(C)(C)OC(=O)N1CCC(=CC1)C1=CC(=C(C=C1)Br)F